FC1=C(CC2(CCN(CC2)C(C2=C(N=CC=C2)C2=NC=NC=C2)=O)C#N)C=CC(=C1)F 4-(2,4-difluorobenzyl)-1-(2-(pyrimidin-4-yl)nicotinoyl)piperidine-4-carbonitrile